2-(3-bromophenyl)-2-methylpropane BrC=1C=C(C=CC1)C(C)(C)C